4-(5-((1S,2S)-2-fluorocyclopropyl)-1,2,4-oxadiazol-3-yl)-N-(3-(4-isopropylpiperazin-1-yl)pyridin-2-yl)-4-methylpiperidine-1-carboxamide F[C@@H]1[C@@H](C1)C1=NC(=NO1)C1(CCN(CC1)C(=O)NC1=NC=CC=C1N1CCN(CC1)C(C)C)C